6-fluoro-N-(methyl-d3)-5-(4-((2-methyl-3-oxo-4H-quinoxalin-6-yl)methyl-d2)piperazin-1-yl)pyridine-2-carboxamide FC1=C(C=CC(=N1)C(=O)NC([2H])([2H])[2H])N1CCN(CC1)C([2H])([2H])C=1C=C2NC(C(=NC2=CC1)C)=O